phenyl-4-bromophenol C1(=CC=CC=C1)C1=C(C=CC(=C1)Br)O